C(C)(C)(C)OC(=O)O[C@@H]1[C@H]([C@@H](N(C1)C(=O)OC(C)(C)C)CC1=CC=C(C=C1)C=1SC=CN1)O tert-butyl (2S,3S,4S)-4-[(tert-butoxycarbonyl)oxy]-3-hydroxy-2-{[4-(1,3-thiazol-2-yl)phenyl]methyl}pyrrolidine-1-carboxylate